Tert-butyl-(S)-6-methyl-3-(((R)-1,1,1-trifluoropropan-2-yl)carbamoyl)-6,7-dihydropyrazolo[1,5-a]pyrazine C(C)(C)(C)C1=NN2C(C=N[C@H](C2)C)=C1C(N[C@@H](C(F)(F)F)C)=O